C(C1=CC=CC=C1)(C1=CC=CC=C1)NC(=O)C1(CC(C1)C(=O)OCCCC)N(C(CCl)=O)CC1=CC=C(C=C1)C(F)(F)F butyl 3-(benzhydrylcarbamoyl)-3-(2-chloro-N-(4-(trifluoromethyl)benzyl)acetamido)cyclobutane-1-carboxylate